C(C)(=O)[O-].C(C)(=O)[O-].[Na+].[Na+] disodium diacetate